C1(CC1)C1=C(C(=NO1)C1=C(C=CC=C1Cl)Cl)CO[C@@H]1[C@@H]2C(N([C@H](C1)C2)C2=CC=C(C(=O)O)C=C2)=O 4-[(1S,4R,5S)-5-[[5-cyclopropyl-3-(2,6-dichlorophenyl)-1,2-oxazol-4-yl]methoxy]-3-oxo-2-azabicyclo[2.2.1]heptan-2-yl]benzoic acid